5-chloro-1-(4-(5-(difluoromethyl)-1,3,4-oxadiazole-2-yl)-2-fluorobenzyl)-3-(piperidine-4-yl)-1,3-dihydro-2H-benzo[d]imidazole-2-one ClC1=CC2=C(N(C(N2C2CCNCC2)=O)CC2=C(C=C(C=C2)C=2OC(=NN2)C(F)F)F)C=C1